CC1CC(CCC1)C=1C=CC=C2C=3C=CC=CC3P(OC12)=O 8-(3'-methylcyclohexyl)-9,10-dihydro-9-oxa-10-phosphaphenanthrene-10-oxide